(-)-N-[3-chloro-1-(3-pyridinyl)-1H-pyrazol-4-yl]-N-ethyl-3-[(3,3,3-trifluoropropyl)sulfinyl]propanamide methyl-indole-3-acetate COC(CC1=CNC2=CC=CC=C12)=O.ClC1=NN(C=C1N(C(CCS(=O)CCC(F)(F)F)=O)CC)C=1C=NC=CC1